6-N-(2-amino-3-fluoropropyl)-1-methyl-4-N-[4-(trifluoromethyl)phenyl]pyrazolo[3,4-d]pyrimidine-4,6-diamine NC(CNC1=NC(=C2C(=N1)N(N=C2)C)NC2=CC=C(C=C2)C(F)(F)F)CF